FC1=C(C(=CC(=C1)F)F)N1N=NC(=C1)C(=O)O 1-(2,4,6-trifluoro-phenyl)-1H-[1,2,3]triazole-4-carboxylic acid